C(C1=CC=CC=C1)(=O)NC=1C=C(C=CC1)NC(=O)N1CCN(CC1)C1=CC=NC=C1 N-(3-benzamidophenyl)-4-(pyridin-4-yl)piperazine-1-carboxamide